NC(C(=O)O)C1=CC=C(C=C1)N1C(N=C(C=C1)NC(=O)N1CCN(CC1)C(C(C)(C)NC(=O)OC(C)(C)C)=O)=O 2-amino-2-(4-(4-(4-(2-((t-butoxycarbonyl)amino)-2-methylpropanoyl)piperazine-1-carboxamido)-2-oxopyrimidin-1(2H)-yl)phenyl)acetic acid